6-(4-(1H-pyrazol-5-yl)phenyl)-2,2-difluoro-7-azaspiro[3.5]nonane N1N=CC=C1C1=CC=C(C=C1)C1CC2(CC(C2)(F)F)CCN1